1-N-(4-chlorophenyl)-6-methyl-5-N-[3-(7H-purin-6-yl)pyridin-2-yl]isoquinoline-1,5-diamine ClC1=CC=C(C=C1)NC1=NC=CC=2C(=C(C=CC12)C)NC1=NC=CC=C1C1=C2NC=NC2=NC=N1